6-(trifluoromethoxy)imidazo[1,2-a]pyridine FC(OC=1C=CC=2N(C1)C=CN2)(F)F